dibenzofuran-2-ylmethylammonium C1=C(C=CC=2OC3=C(C21)C=CC=C3)C[NH3+]